O[C@H](COC=1C=C(C=CC1)S(=O)(=O)NC)CNC1COC2(C1)CCN(CC2)S(=O)(=O)C2=NN(C=C2)C 3-((2S)-2-hydroxy-3-(8-(1-methyl-1H-pyrazol-3-ylsulfonyl)-1-oxa-8-azaspiro[4.5]dec-3-ylamino)propoxy)-N-methylbenzenesulfonamide